5-bromo-3-chloro-1-(4-methoxybenzyl)-6-oxo-1,6-dihydropyridine-2-carboxylic acid ethyl ester C(C)OC(=O)C=1N(C(C(=CC1Cl)Br)=O)CC1=CC=C(C=C1)OC